Ethyl 1-(2-(4-(2-chloro-3-methylphenyl)piperazin-1-yl)-2-oxoethyl)-4,5,6,7-tetrahydro-1H-indazole-3-carboxylate ClC1=C(C=CC=C1C)N1CCN(CC1)C(CN1N=C(C=2CCCCC12)C(=O)OCC)=O